[N+](=O)([O-])C1=CC(=C(C=C1)O)C1=CC=CC=C1 para-nitrophenylphenol